C(#N)C1=C2C(=CC=C1)N(C(C21CCN(CC1)C(=O)C=1C=C2C(=NC1)NN=C2)=O)CC(=O)NCC(F)(F)F 2-[4-cyano-2-oxo-1'-(1H-pyrazolo[3,4-b]pyridine-5-carbonyl)spiro[indole-3,4'-piperidin]-1-yl]-N-(2,2,2-trifluoroethyl)acetamide